CC=1C=C(SC1)C=O 4-methylthiophen-2-carboxaldehyde